(S)-1-(2-(3-chloro-4-fluorophenyl)-4-methyl-4,5,6,7-tetrahydro-2H-pyrazolo[4,3-c]pyridin-3-yl)-3-(4-fluoro-1-(methyl-d3)-1H-indazol-5-yl)-1,3-dihydro-2H-imidazol-2-one ClC=1C=C(C=CC1F)N1N=C2C([C@@H](NCC2)C)=C1N1C(N(C=C1)C=1C(=C2C=NN(C2=CC1)C([2H])([2H])[2H])F)=O